N1CC(C1)NC(=O)[C@H]1NC(CC1)C1=C(C(=CC=C1O)Cl)Cl (2S)-N-(azetidin-3-yl)-5-(2,3-dichloro-6-hydroxyphenyl)pyrrolidine-2-carboxamide